ClC1=CC(=C(N=N1)C1=NN(C=C1)C)NCC1CCN(CC1)C(=O)OC(C)(C)C tert-butyl 4-((6-chloro-3-(1-methyl-1H-pyrazol-3-yl)pyridazin-4-ylamino)methyl)piperidine-1-carboxylate